C(C)OP(=O)(C)C1=C2C(CCC2=C(C=C1)OC1=CC(=CC(=C1)F)C#N)=O (7-(3-cyano-5-fluorophenoxy)-3-oxo-2,3-dihydro-1H-inden-4-yl)(methyl)phosphinic acid ethyl ester